BrC=1C=C(C=CC1)C(CC1=NN=CN1C)O[Si](C)(C)C(C)(C)C (2-(3-bromophenyl)-2-((tert-butyldimethylsilyl)oxy)ethyl)-4-methyl-4H-1,2,4-triazole